C(C1=CC=CC=C1)OC1=CC(=C(C(=O)OC2=C(C(=C(C(=O)O)C(=C2C)C)O)C#N)C(=C1)C)OC 4-((4-(benzyloxy)-2-methoxy-6-methylbenzoyl)oxy)-3-cyano-2-hydroxy-5,6-dimethylbenzoic acid